N-(pyrazolo[1,5-c]pyrimidin-3-yl)-2H-indazole-5-carboxamide N1=CC(=C2N1C=NC=C2)NC(=O)C2=CC1=CNN=C1C=C2